N=1NC=C2N=CC(=CC21)C#N 2H-pyrazolo[4,3-b]pyridine-6-carbonitrile